1-(2-((5-benzyl-4,5-dihydro-1H-imidazol-2-yl)thio)ethyl)piperidine dihydrochloride Cl.Cl.C(C1=CC=CC=C1)C1CN=C(N1)SCCN1CCCCC1